C1(=CC=CC=C1)S(=O)(=O)/C=C/N1N=NN(C1=O)C=1C=NC=CC1 (E)-1-(2-(phenylsulfonyl)vinyl)-4-(pyridin-3-yl)-1,4-dihydro-5H-tetrazol-5-one